C(C1=CC=CC=C1)NC1=NC(=NC=C1)C(C(=O)O)CCCCN (4-(benzylamino)pyrimidin-2-yl)-6-aminohexanoic acid